1-(7-Bromoquinoxalin-2-yl)ethan-1-one BrC1=CC=C2N=CC(=NC2=C1)C(C)=O